3-amino-6-chloro-2,4-di(prop-1-en-2-yl)benzonitrile NC=1C(=C(C#N)C(=CC1C(=C)C)Cl)C(=C)C